(3-epoxypropoxy)triethoxysilane tert-Butyl-(S)-(3-(tert-butoxy)-1-((3,5-difluoropyridin-2-yl)amino)-1-oxopropan-2-yl)carbamate C(C)(C)(C)N(C(O)=O)[C@H](C(=O)NC1=NC=C(C=C1F)F)COC(C)(C)C.CC1C(O1)O[Si](OCC)(OCC)OCC